C1(CCCCC1)N1CCN(CC1)C1=CC=C(C=C1)C1(N=C(NN1C1=NC=NC2=CC(=C(C=C12)OC)OC)N)N 5-(4-(4-cyclohexylpiperazin-1-yl)phenyl)-1-(6,7-dimethoxyquinazolin-4-yl)-1H-1,2,4-triazole-3,5-diamine